ClC=1C(=CC(=C(C(=O)NC2=CC(=NC=C2)S(N[C@H]2CN(CC2)CCC)(=O)=O)C1)OC1=C(C=C(C=C1)F)C)C(F)(F)F (R)-5-Chloro-2-(4-fluoro-2-methylphenoxy)-N-(2-(N-(1-propylpyrrolidin-3-yl)sulfamoyl)pyridine-4-yl)-4-(trifluoromethyl)benzamide